7-(7-bromo-2-chloro-6-(difluoromethoxy)quinazolin-4-yl)-2,7-diazaspiro[3.5]Nonane-2-carboxylic acid tert-butyl ester C(C)(C)(C)OC(=O)N1CC2(C1)CCN(CC2)C2=NC(=NC1=CC(=C(C=C21)OC(F)F)Br)Cl